NC1(CN(CCC1)S(=O)(=O)NC(=O)C=1C(=NC(=CC1)C1=CC(=CC(=C1)OCC(C)C)F)N1C(CC(C1)C)(C)C)C N-[(3-Amino-3-methyl-1-piperidyl)sulfonyl]-6-(3-fluoro-5-isobutoxyphenyl)-2-(2,2,4-trimethylpyrrolidin-1-yl)pyridin-3-carboxamid